2-nitro-2'-hydroxy-3'-tert-octylazobenzene [N+](=O)([O-])C1=C(C=CC=C1)N=NC1=C(C(=CC=C1)C(C)(C)CC(C)(C)C)O